1-(4-(5-(6-methoxy-1H-pyrazolo[3,4-b]pyridin-4-yl)pyridin-3-yl)phenyl)pyrrolidin-2-one COC1=CC(=C2C(=N1)NN=C2)C=2C=C(C=NC2)C2=CC=C(C=C2)N2C(CCC2)=O